COCCCOC1=CC=C(C=C1)C=1SC=C(N1)C(C(=O)OC)(C)C methyl 2-(2-(4-(3-methoxypropoxy) phenyl) thiazol-4-yl)-2-methylpropionate